C(C)N(C(=O)[C@H]1CN(C)[C@@H]2CC3=CN(C4=CC=CC(C2=C1)=C34)C(CCC)=O)CC D-N1-butyryl-lysergic acid diethylamide